methyl (1r,4r)-4-(dibenzylamino)cyclohexane-1-carboxylate C(C1=CC=CC=C1)N(C1CCC(CC1)C(=O)OC)CC1=CC=CC=C1